BrC1=C(C=NN1CC(F)F)CN1C=NC=C1 1-((5-bromo-1-(2,2-difluoroethyl)-1H-pyrazol-4-yl)methyl)-1H-imidazol